CC1=C(C(=O)P(C2=CC=CC=C2)=O)C(=CC(=C1)C)C (2,4,6-trimethyl-benzoyl)-phenyl-phosphine oxide